P(=O)(OC)(OC)O[C@@H](C)C1=CC=CC2=CC=CC=C12 dimethyl (S)-(1-(naphthalene-1-yl) ethyl) phosphate